2-(5-(cyclopropylmethyl)-3-fluoro-2-methoxyphenyl)-2-((R)-3-(methyl(5-(5,6,7,8-tetrahydro-1,8-naphthyridin-2-yl)pentyl)amino)pyrrolidin-1-yl)acetic acid C1(CC1)CC=1C=C(C(=C(C1)C(C(=O)O)N1C[C@@H](CC1)N(CCCCCC1=NC=2NCCCC2C=C1)C)OC)F